ClC1=CC(=C2C(=N1)C=C(S2)C(=O)NC(C)C2CC2)N2CCOCC2 5-Chloro-N-(1-cyclopropylethyl)-7-morpholinothieno[3,2-b]pyridine-2-carboxamide